3-butoxy-propionic acid methyl ester COC(CCOCCCC)=O